1-(1-(fluoromethyl)cyclopropyl)-4-((6-(2-fluorophenyl)pyridazin-3-yl)methyl)piperazine-2,3-dione FCC1(CC1)N1C(C(N(CC1)CC=1N=NC(=CC1)C1=C(C=CC=C1)F)=O)=O